BrC=1C=C2C(=CC(=NC2=NC1)C1=CC2=CN(N=C2C(=C1OCOC)F)C)Cl 6-bromo-4-chloro-2-[7-fluoro-6-(methoxymethoxy)-2-methylindazol-5-yl]-1,8-naphthyridine